6-amino-9-{[1,4'-bipiperidin]-4-yl}-7-[3-methoxy-4-(4-methylphenoxy)phenyl]purin-8-one hydrochloride Cl.NC1=C2N(C(N(C2=NC=N1)C1CCN(CC1)C1CCNCC1)=O)C1=CC(=C(C=C1)OC1=CC=C(C=C1)C)OC